ClC1=CC=C(C=C1)C1=C(C(=NN1C1=C(C=C(C=C1)Cl)Cl)C(NC(C(NCCOCCOCCNC(OC(C)(C)C)=O)=O)(CC)CC)=O)C tert-Butyl (1-(5-(4-chlorophenyl)-1-(2,4-dichlorophenyl)-4-methyl-1H-pyrazol-3-yl)-3,3-diethyl-1,4-dioxo-8,11-dioxa-2,5-diazatridecan-13-yl)carbamate